N-((6-(4-(4-cyanophenyl)-5-hydroxy-1H-pyrazol-1-yl)pyridin-3-yl)sulfonyl)acetamide C(#N)C1=CC=C(C=C1)C=1C=NN(C1O)C1=CC=C(C=N1)S(=O)(=O)NC(C)=O